N-(3-cyclohexylphenyl)-N-methyl-[1,2,4]triazolo[4,3-a]quinazolin-5-amine C1(CCCCC1)C=1C=C(C=CC1)N(C1=NC=2N(C3=CC=CC=C13)C=NN2)C